tributyl Acetylcitrate C(C)(=O)C(C(=O)OCCCC)C(O)(C(=O)OCCCC)CC(=O)OCCCC